O=C1NC(CCC1N1CC=2C=C3C(=CC2C1=O)OCC31CCN(CC1)C(=O)OC(C)(C)C)=O tert-butyl 6-(2,6-dioxopiperidin-3-yl)-7-oxo-2,5,6,7-tetrahydrospiro[furo[2,3-f]isoindole-3,4'-piperidine]-1'-carboxylate